N-(1-(3-amino-5-(difluoromethyl)phenyl)ethyl)-2-methyl-6-morpholino-8,9-dihydro-7H-cyclopenta[H]quinazolin-4-amine NC=1C=C(C=C(C1)C(F)F)C(C)NC1=NC(=NC2=C3C(=C(C=C12)N1CCOCC1)CCC3)C